(4-(3-amino-4-(4-aminophenyl)-1-ethyl-1H-indazol-6-yl)-3,6-dihydropyridin-1(2H)-yl)-2-methylpropan-1-one NC1=NN(C2=CC(=CC(=C12)C1=CC=C(C=C1)N)C=1CCN(CC1)C(C(C)C)=O)CC